BrC1=CC(N(C=C1OC)C(C(=O)OC(C)(C)C)C[C@H]1OCCCC1)=O tert-Butyl 2-(4-bromo-5-methoxy-2-oxopyridin-1(2H)-yl)-3-[(2S)-tetrahydro-2H-pyran-2-yl]propanoate